NC1=CC=C(C=N1)/C=C/C(=O)NCC=1OC2=C(C1)C=C(C=C2C2=C(C=C(C=C2)F)F)C=2C=CC1=C(C=CO1)C2 (E)-3-(6-amino-pyridin-3-yl)-N-((7-(2,4-difluoro-phenyl)-[5,5'-bibenzo-furan]-2-yl)methyl)acrylamide